(2S,5S)-5-methyl-N-(4-methyl-3-pyrimidin-2-ylphenyl)-1-pyrimidin-2-ylpiperidine-2-carboxamide C[C@H]1CC[C@H](N(C1)C1=NC=CC=N1)C(=O)NC1=CC(=C(C=C1)C)C1=NC=CC=N1